4-(1-hydroxy-2-p-tolylaminoethyl)-1,3-dihydroimidazol-2-one OC(CNC1=CC=C(C=C1)C)C=1NC(NC1)=O